tert-butyl (cyclopropylmethyl)((3R)-1-(1-(1-(4-(6-((R)-3-fluoropyrrolidin-1-yl)pyrazin-2-yl)-1H-1,2,3-triazol-1-yl)ethyl)-2-oxo-1,2-dihydropyridin-4-yl)piperidin-3-yl)carbamate C1(CC1)CN(C(OC(C)(C)C)=O)[C@H]1CN(CCC1)C1=CC(N(C=C1)C(C)N1N=NC(=C1)C1=NC(=CN=C1)N1C[C@@H](CC1)F)=O